COC=1C=C2C(=CNC2=CC1)SC#N 5-Methoxy-3-thiocyano-1H-indole